ClC1=C(C=CC=2C(=C3N(C12)CC(NC3=O)CO)C=3C=NN(C3)C3OCCCC3)Cl 6,7-dichloro-3-(hydroxymethyl)-10-(1-tetrahydropyran-2-ylpyrazol-4-yl)-3,4-dihydro-2H-pyrazino[1,2-a]indol-1-one